2-cyano-4'-({(1R,2S)-2-[(isopropyl-sulfonyl)amino]cyclopentyl}oxy)biphenyl-4-carboxylic acid C(#N)C1=C(C=CC(=C1)C(=O)O)C1=CC=C(C=C1)O[C@H]1[C@H](CCC1)NS(=O)(=O)C(C)C